4-chloro-1-(4-tertiary butyl-phenyl)-1-butanone ClCCCC(=O)C1=CC=C(C=C1)C(C)(C)C